(S)-6-(2-((1-methoxypropan-2-yl)amino)-7H-pyrrolo[2,3-d]pyrimidin-5-yl)-4,4-dimethyl-3,4-dihydroisoquinolin-1(2H)-one COC[C@H](C)NC=1N=CC2=C(N1)NC=C2C=2C=C1C(CNC(C1=CC2)=O)(C)C